ClC=1C=C(C=C(C1)N1C(C=CC1=O)=O)N1C(C=CC1=O)=O N,N'-(5-chloro-1,3-phenylene)bismaleimide